(1-(1H-indol-3-yl)hexan-2-yl)-7-(4-methylpiperazin-1-yl)benzo[b]thiophene-2-carboxamide N1C=C(C2=CC=CC=C12)CC(CCCC)C=1C2=C(SC1C(=O)N)C(=CC=C2)N2CCN(CC2)C